1,2-di(hexadecoyl)-sn-glycerol C(CCCCCCCCCCCCCCC)(=O)OC[C@@H](OC(CCCCCCCCCCCCCCC)=O)CO